CC(C(=O)N1CCC=C(C1)B1OC(C(O1)(C)C)(C)C)C 2-methyl-1-(5-(4,4,5,5-tetramethyl-1,3,2-dioxaborolan-2-yl)-3,6-dihydropyridin-1(2H)-yl)propan-1-one